phenyl[5-phenyl-1-(prop-2-yl)imidazol-2-yl]methanone C1(=CC=CC=C1)C(=O)C=1N(C(=CN1)C1=CC=CC=C1)C(C)C